4-(4-(2,4-difluorophenyl)piperazin-1-yl)-5,7-dihydro-6H-pyrrolo[3,4-d]pyrimidine-6-carbonitrile FC1=C(C=CC(=C1)F)N1CCN(CC1)C=1C2=C(N=CN1)CN(C2)C#N